3,4-Diethyl-2,6-dimethylphenol C(C)C=1C(=C(C(=CC1CC)C)O)C